(5-(tert-butoxycarbonyl)-1-oxo-2,5-diazaspiro[3.4]octan-7-yl)-L-threonine C(C)(C)(C)OC(=O)N1C2(CNC2=O)CC(C1)N[C@@H]([C@H](O)C)C(=O)O